Cl.N[C@H](CC(=O)O)CC=1C=C(C=CC1)C1=CC=C(C=C1)OC1=NC=C(C=C1F)Cl (S)-3-amino-4-(4'-((5-chloro-3-fluoropyridin-2-yl)oxy)-[1,1'-biphenyl]-3-yl)butanoic acid hydrochloride